C(C)(C)(C)OC(=O)N[C@H](C(=O)O)CC=1C=NC=CC1 (S)-2-(tert-butoxycarbonylamino)-3-(pyridin-3-yl)propionic acid